ClC1=NSC(=N1)N 3-chloro-1,2,4-thiadiazol-5-amine